C(C)OC=1C2=C(N=C(N1)NC1CCC(CC1)(O)C)NC=C2C=2C=CC=1N(C2)C=CN1 4-((4-ethoxy-5-(imidazo[1,2-a]pyridin-6-yl)-7H-pyrrolo[2,3-d]pyrimidin-2-yl)amino)-1-methylcyclohexan-1-ol